BrC1=CC=C2/C(/C(NC2=C1)=O)=C\1/NC2=CC=CC=C2/C1=N\OCCOCCOCCOCCOCCO (2Z,3E)-6'-bromo-3-(((14-hydroxy-3,6,9,12-tetraoxatetradecyl)oxy)imino)-[2,3'-biindolinylidene]-2'-one